4-(cyclopentylamino)-2-((8-(morpholine-4-carbonyl)-2,3-dihydrobenzo[b][1,4]dioxin-5-yl)amino)-7H-pyrrolo[2,3-d]pyrimidine-5-carbonitrile C1(CCCC1)NC=1C2=C(N=C(N1)NC1=CC=C(C=3OCCOC31)C(=O)N3CCOCC3)NC=C2C#N